BrC1=CC=CC2=C1C1=C(O2)C=C2C=CC=CC2=C1 1-bromonaphtho[2,3-B]benzofuran